[18F][C@@H](C=O)[C@@H](O)[C@H](O)[C@H](O)CO 2-[18F]-fluoro-2-deoxy-D-glucose